strontium europium scandium [Sc].[Eu].[Sr]